4-Tert-butylphenyl-magnesium bromide C(C)(C)(C)C1=CC=C(C=C1)[Mg]Br